prop-2-ynyl-1H-triazole C(C#C)N1N=NC=C1